(S)-((4-methoxy-3,5-dimethyl-2-pyridinyl)methyl)sulfinyl-1H-benzimidazole COC1=C(C(=NC=C1C)C[S@](=O)N1C=NC2=C1C=CC=C2)C